CN([C@H](COCCCCCCCC\C=C/C\C=C/CCCCC)CCCCCCCCC)C (2S)-N,N-dimethyl-1-[(9Z,12Z)-octadeca-9,12-dien-1-yloxy]undecan-2-amine